C(C1=CC=CC=C1)[C@@H]1N(CCCC1)C1=CN=C(S1)N1C([C@H]2N(CCN(C2)C#N)CC1)=O (S)-8-(5-((R)-2-benzylpiperidin-1-yl)thiazol-2-yl)-9-oxooctahydro-2H-pyrazino[1,2-a]pyrazine-2-carbonitrile